((4,6-dimethyl-2-oxo-1,2-dihydropyridin-3-yl)methyl)-3-(ethyl-(tetrahydro-2H-pyran-4-yl)amino)-2-methyl-5-(3-methyl-1-(oxetan-3-yl)-2-oxo-2,3-dihydro-1H-benzo[d]imidazol-5-yl)benzamide CC1=C(C(NC(=C1)C)=O)CC1=C(C(=C(C(=O)N)C=C1C1=CC2=C(N(C(N2C)=O)C2COC2)C=C1)C)N(C1CCOCC1)CC